C1=CC=CC2=NC3=CC=CC=C3C(=C12)C(CCCC1=C(C=CC(=C1)OC)S(=O)(=O)N)C (4-(acridin-9-yl)pentyl)-4-methoxybenzenesulfonamide